C1(CC1)C(C)N 1-cyclopropylethanamine